(6-((4-(((R)-1-(3-bromophenyl)ethyl)amino)-6-methoxy-2-methylquinazolin-7-yl)oxy)hexyl)-4-methylpentanamide BrC=1C=C(C=CC1)[C@@H](C)NC1=NC(=NC2=CC(=C(C=C12)OC)OCCCCCCC(C(=O)N)CC(C)C)C